C(C=C)SCC1CO1 1-allylthio-2,3-epoxypropane